[Si](C)(C)(C(C)(C)C)OCC1CC2=C(C=C(C=C2C1)OCC(C)N)F 1-[2-[[tert-butyl(dimethyl)silyl]oxymethyl]-7-fluoro-indan-5-yl]oxypropan-2-amine